C(C)(=O)NCCNC[C@@]12C[C@H](N([C@H]2C1)C(CNC(=O)C=1C=CC=2C(C3=CC=CC=C3C2C1)(F)F)=O)C(=O)O (1S,3S,5S)-5-(((2-acetamidoethyl)amino)methyl)-2-((9,9-difluoro-9H-fluorene-3-carbonyl)glycyl)-2-azabicyclo[3.1.0]hexane-3-carboxylic acid